CCCCCCCCCCCC(=O)SCCNC(=O)CCNC(=O)[C@@H](C(C)(C)COP(=O)(O)OP(=O)(O)OC[C@@H]1[C@H]([C@H]([C@@H](O1)N2C=NC3=C(N=CN=C32)N)O)OP(=O)(O)O)O The molecule is a medium-chain fatty acyl-CoA that results from the formal condensation of the thiol group of coenzyme A with the carboxy group of lauric (dodecanoic) acid. It has a role as an Escherichia coli metabolite and a mouse metabolite. It derives from a dodecanoic acid. It is a conjugate acid of a lauroyl-CoA(4-).